(E)-N,N-dimethyl-3-(5-morpholinyl-2-(3,4,5-trimethoxyphenyl)-1H-benzo[d]imidazol-6-yl)acrylamide (4R)-tert-butyl-2-(2-diazoacetyl)-4-(2,3,6-trifluorophenyl)pyrrolidine-1-carboxylate C(C)(C)(C)OC(=O)N1C(C[C@@H](C1)C1=C(C(=CC=C1F)F)F)C(C=[N+]=[N-])=O.CN(C(\C=C\C=1C(=CC2=C(NC(=N2)C2=CC(=C(C(=C2)OC)OC)OC)C1)N1CCOCC1)=O)C